BrC1=CC(=C(C=C1)NC1COC1)I N-(4-bromo-2-iodophenyl)oxetan-3-amine